C(#N)[Pt] Cyanoplatinum